(1-((6-chloropyridin-3-yl)methyl)-1H-1,2,3-triazol-4-yl)-1-ethyl-3-hydroxyquinoline-2,4(1H,3H)-dione ClC1=CC=C(C=N1)CN1N=NC(=C1)C1(C(N(C2=CC=CC=C2C1=O)CC)=O)O